(R)-1-(2-(N-((5-(5-(difluoromethyl)-1,3,4-oxadiazol-2-yl)pyridin-2-yl)methyl)-N-phenylsulfamoyl)ethyl)pyrrolidine-2-carboxamide FC(C1=NN=C(O1)C=1C=CC(=NC1)CN(S(=O)(=O)CCN1[C@H](CCC1)C(=O)N)C1=CC=CC=C1)F